7-methoxy-N,3-diphenylnaphthalene-1-amine COC1=CC=C2C=C(C=C(C2=C1)NC1=CC=CC=C1)C1=CC=CC=C1